2,4-dimethyl-6-((5-(2-methyl-5-(((1r,4r)-4-(methylsulfonyl)cyclohexyl)oxy)pyridin-4-yl)pyrazolo[1,5-a]pyridin-2-yl)amino)pyridazin-3(2H)-one CN1N=C(C=C(C1=O)C)NC1=NN2C(C=C(C=C2)C2=CC(=NC=C2OC2CCC(CC2)S(=O)(=O)C)C)=C1